3-{4-[5-hydroxy-5-(trifluoromethyl)-4,5-dihydro-1,2-oxazol-3-yl]benzyl}pyridin-2(1H)-one OC1(CC(=NO1)C1=CC=C(CC=2C(NC=CC2)=O)C=C1)C(F)(F)F